((2-chloro-3-fluorobenzyl) oxy)anilineArachyl Ether ClC1=C(CON(C2=CC=CC=C2)CCCCCCCCCCCCCCCCCCCCOCCCCCCCCCCCCCCCCCCCCN(C2=CC=CC=C2)OCC2=C(C(=CC=C2)F)Cl)C=CC=C1F